(4-chloro-2-dibenzothiophen-2-ylphenylethynyl)-trimethylsilane ClC1=CC(=C(C=C1)C#C[Si](C)(C)C)C1=CC2=C(SC3=C2C=CC=C3)C=C1